C(C1=CC=CC=C1)OC(=O)N1CCC(CC1)N1N=C2C(CN(CC2)C(=O)OC(C)(C)C)=C1 tert-butyl 2-(1-benzyloxycarbonyl-4-piperidyl)-6,7-dihydro-4H-pyrazolo[4,3-c]pyridine-5-carboxylate